CC1=NOC(=C1)C(=O)NC[C@@H]1C[C@@H](CC1)NC1=NC=C(C=C1)N1N=C(C=CC1=O)C 3-methyl-N-[[(1S,3R)-3-[[5-(3-methyl-6-oxo-pyridazin-1-yl)-2-pyridyl]amino]cyclopentyl]methyl]isoxazole-5-carboxamide